S(=O)(=O)(ON1[C@@H]2CC[C@H](N(C1=O)C2)C(NS(=O)(=O)C2=NC=C(C=C2)F)=N)O (2S,5R)-2-(N-((5-fluoropyridin-2-yl) sulfonyl) carbamimidoyl)-7-oxo-1,6-diazabicyclo[3.2.1]octan-6-yl hydrogen sulfate